2-(2-fluoro-8-(8-fluoro-4-((R)-3-hydroxy-3-methylpiperidin-1-yl)-6-nitro-2-(2,2,2-Trifluoroethoxy)quinazolin-7-yl)-6-(methoxymethoxy)naphthalen-1-yl)-N-p-toluenesulfonylacetamide FC1=C(C2=C(C=C(C=C2C=C1)OCOC)C1=C(C=C2C(=NC(=NC2=C1F)OCC(F)(F)F)N1C[C@](CCC1)(C)O)[N+](=O)[O-])CC(=O)NS(=O)(=O)C1=CC=C(C)C=C1